C(CCCCCCCCCCC)S(=O)(=O)OC1=CC=C(C=C1)NC(=O)NC1=CC=C(C=C1)OS(=O)(=O)CCCCCCCCCCCC N,N'-di-[4-(dodecanesulfonyloxy)phenyl]urea